tert-butyl (3S,4R)-4-(5-chloro-2-pyridyl)-3-(8-quinolylcarbamoyl)piperidine-1-carboxylate ClC=1C=CC(=NC1)[C@H]1[C@@H](CN(CC1)C(=O)OC(C)(C)C)C(NC=1C=CC=C2C=CC=NC12)=O